(S)-(4'-(aminomethyl)-4-(3-(5-(trifluoromethyl)pyridin-2-yloxy)pyrrolidin-1-yl)biphenyl-3-yl)methanol NCC1=CC=C(C=C1)C1=CC(=C(C=C1)N1C[C@H](CC1)OC1=NC=C(C=C1)C(F)(F)F)CO